C[Si](CCOC=1N=C(N(C1)C)C(C#N)C)(C)C (2-(trimethylsilyl)ethoxy(methyl)-1H-imidazol-2-yl)propionitrile